BrC=1C2=C(C(=NC1)C)OCCO2 8-bromo-5-methyl-2,3-dihydro[1,4]dioxino[3,2-c]pyridine